2-(4-methoxy-naphthalen-1-yl)-4,6-bis(trichloromethyl)-s-triazine COC1=CC=C(C2=CC=CC=C12)C1=NC(=NC(=N1)C(Cl)(Cl)Cl)C(Cl)(Cl)Cl